CC1=C(C=CC(=C1)N)C2=C(C=C(C=C2)N)C 2,2'-tolidine